ClC1=CC=C(S1)[C@H](C(=O)N1CCN(CC1)C=1C2=C(N=CN1)[C@H](C[C@H]2C)O)CNCC2CC2 (S)-2-(5-chlorothiophen-2-yl)-3-(cyclopropylmethylamino)-1-(4-((5R,7S)-7-hydroxy-5-methyl-6,7-dihydro-5H-cyclopenta[d]pyrimidin-4-yl)piperazin-1-yl)propan-1-one